Methyl 2,2-Dimethyl-2-(8-iodo-5-methoxy-4-oxo-4H-chromen-2-yl)ethanoate CC(C(=O)OC)(C=1OC2=C(C=CC(=C2C(C1)=O)OC)I)C